(1R)-1-{2-[4-(acetyloxy)-1H-indol-3-yl]ethyl}-1-ethyl-2-(oxan-4-yl)hydrazinium C(C)(=O)OC1=C2C(=CNC2=CC=C1)CC[NH+](NC1CCOCC1)CC